diethyl 4-hydroxypyridine-2,6-dicarboxylate OC1=CC(=NC(=C1)C(=O)OCC)C(=O)OCC